(9Z,27Z)-hexatriaconta-9,27-dien CCCCCCCC\C=C/CCCCCCCCCCCCCCCC\C=C/CCCCCCCC